O=C1NC(CCC1NC(CCCCCCCCC(=O)NC1C(NC(CC1)=O)=O)=O)=O N1,N10-Bis(2,6-dioxopiperidin-3-yl)decanediamide